Triglycerol (ethyl hexanoate) C(C)C(C(=O)O)CCCC.OCC(O)CO.OCC(O)CO.OCC(O)CO